N-(4-(3-amino-7-(imidazo[1,2-b]pyridazin-3-yl)-1H-pyrazolo[4,3-c]pyridin-4-yl)benzyl)-5-fluoro-2-methoxybenzamide NC1=NNC2=C1C(=NC=C2C2=CN=C1N2N=CC=C1)C1=CC=C(CNC(C2=C(C=CC(=C2)F)OC)=O)C=C1